7-oxo-6-phenyl-4,5,6,7-tetrahydrobenzo[b]thiophene-3-carboxylic acid O=C1C(CCC2=C1SC=C2C(=O)O)C2=CC=CC=C2